C1CCN2CCCC3=C2C1=CC=C3 2,3,6,7-tetrahydro-1H,5H-benzo[ij]quinolizine